3-(6-bromo-2-oxo-pyrrolo[2,3,4-de]isoquinolin-1(2H)-yl)piperidine-2,6-dione BrC1=NC=C2C=3C(=CC=CC13)C(N2C2C(NC(CC2)=O)=O)=O